4-tert-butyl-N-[6-(2-hydroxyethoxy)-5-(2-methoxyphenoxy)-2-(pyrimidin-2-yl)pyrimidin-4-yl]benzenesulfonamide C(C)(C)(C)C1=CC=C(C=C1)S(=O)(=O)NC1=NC(=NC(=C1OC1=C(C=CC=C1)OC)OCCO)C1=NC=CC=N1